1-Ethyl-1,4-dihydro-N-[(5-methyl-2-furanyl)methyl]-2,4-dioxo-7-phenylpyrimido[4,5-d]pyrimidine-3(2H)-acetamide C(C)N1C(N(C(C=2C1=NC(=NC2)C2=CC=CC=C2)=O)CC(=O)NCC=2OC(=CC2)C)=O